ClC1=CC=C2C(=CNC2=C1F)S(=O)(=O)NC1=NC(=C(C(=N1)OC)CCC#N)OC 6-chloro-N-[5-(2-cyanoethyl)-4,6-dimethoxy-pyrimidin-2-yl]-7-fluoro-1H-indole-3-sulfonic acid amide